(3aR,4S,6R,6aS)-6-(4-((4-methoxybenzyl)(methyl)amino)-7H-pyrrolo[2,3-d]pyrimidin-7-yl)-2,2-dimethyltetrahydro-4H-cyclopenta[d][1,3]dioxole-4-carbaldehyde COC1=CC=C(CN(C=2C3=C(N=CN2)N(C=C3)[C@@H]3C[C@@H]([C@@H]2[C@H]3OC(O2)(C)C)C=O)C)C=C1